N-(benzo[d]thiazol-2-yl)-8-hydroxy-2-naphthamide S1C(=NC2=C1C=CC=C2)NC(=O)C2=CC1=C(C=CC=C1C=C2)O